N-(4-(3,6-di-tert-butyl-9H-carbazol-1-yl)naphthalen-2-yl)-N-(indolo[3,2,1-jk]carbazol-5-yl)indolo[3,2,1-jk]carbazol-5-amine C(C)(C)(C)C=1C=C(C=2NC3=CC=C(C=C3C2C1)C(C)(C)C)C1=CC(=CC2=CC=CC=C12)N(C=1C=C2C(=CC1)N1C3=C2C=CC=C3C=3C=CC=CC13)C=1C=C3C(=CC1)N1C2=C3C=CC=C2C=2C=CC=CC12